(R)-5-(3-hydroxy-2,6-dimethylphenyl)-2-((1-methyl-1H-pyrazol-3-yl)ethyl)-1H-pyrrolo[2,3-b]pyridine-4-carbonitrile OC=1C(=C(C(=CC1)C)C1=C(C2=C(N=C1)NC(=C2)CCC2=NN(C=C2)C)C#N)C